(±)-2-(3-((5-(t-butoxy)-5-oxopentyl)oxy)isoxazol-5-yl)-3-methylbutanoic acid C(C)(C)(C)OC(CCCCOC1=NOC(=C1)[C@H](C(=O)O)C(C)C)=O |r|